amino-2,3-naphthalenedicarboxylic acid NC1=C(C(=CC2=CC=CC=C12)C(=O)O)C(=O)O